CNC(=O)C=1C(=CC=CC1)C1=CC=C(C=C1)C=C N-methyl-4'-vinyl-[1,1'-biphenyl]-2-carboxamide